FC1=C2NC(C=3N(C2=CC=C1CN1CC2=NN(C=C2C1)C=1C(=NC(=CC1)F)C(=O)NC)N=CC3C)=O (5-((6-fluoro-3-methyl-4-oxo-4,5-dihydropyrazolo[1,5-a]quinoxalin-7-yl)methyl)-5,6-dihydropyrrolo[3,4-c]pyrazol-2(4H)-yl)-6-fluoro-N-methylpicolinamide